3-(2-chloro-4-((5-cyclopropyl-3-(2,6-dichloro-4-fluorophenyl)isoxazol-4-yl)methoxy)phenyl)azetidin-3-ol tosylate salt S(=O)(=O)(O)C1=CC=C(C)C=C1.ClC1=C(C=CC(=C1)OCC=1C(=NOC1C1CC1)C1=C(C=C(C=C1Cl)F)Cl)C1(CNC1)O